3-(4-(2-(2-(2-iodoethoxy)ethoxy)ethylsulfanyl)-1-oxoisoindolin-2-yl)piperidine-2,6-dione ICCOCCOCCSC1=C2CN(C(C2=CC=C1)=O)C1C(NC(CC1)=O)=O